C(C1=CC=CC=C1)SC1=CC(=CC(=C1)[N+](=O)[O-])F benzyl-(3-fluoro-5-nitrophenyl)sulfane